COCCOC=1C=C(C=C(C1)S(=O)(=O)C)NC1=C(C=NC(=C1)NC(C)=O)C1=NC=C(C=C1)C(F)(F)F N-(4'-((3-(2-methoxyethoxy)-5-(methylsulfonyl)phenyl)amino)-5-(trifluoromethyl)-[2,3'-bipyridin]-6'-yl)acetamide